(3S)-1-[5-(4-chlorophenyl)furan-2-carbonyl]piperidin-3-amine ClC1=CC=C(C=C1)C1=CC=C(O1)C(=O)N1C[C@H](CCC1)N